3-(cyclobutylamino)cyclobutane C1(CCC1)NC1CCC1